C(C)(C)(C)OC(=O)N[C@H](C(=O)OC(C)(C)C)CC[S@@](=O)(=N)CCC(C(F)(F)F)(C1=CC=CC=C1)O tert-butyl (2s)-2-((tert-butoxycarbonyl)amino)-4-((s)-4,4,4-trifluoro-3-hydroxy-3-phenylbutylsulfonimidoyl)butanoate